3-cyano-4-methyl-5,7-dihydro-furo[3,4-b]pyridine-2-carboxylic acid methyl ester COC(=O)C1=C(C(=C2C(=N1)COC2)C)C#N